2-((2,4-difluorophenyl)amino)-1-((2R,4aS,4bR,6aS,7S,7aS,8aR,8bR,8cR,10aR)-2-hydroxy-2,6a-dimethyloctadecahydrocyclopenta[4,5]cyclopenta[1,2-a]phenanthren-7-yl)ethan-1-one FC1=C(C=CC(=C1)F)NCC(=O)[C@H]1[C@@H]2[C@H](C3[C@@]1(CC[C@@H]1[C@H]4CC[C@@](CC4CCC31)(C)O)C)CCC2